ethyl 2-chloro-4-(phenylamino)pyrimidine-5-carboxylate ClC1=NC=C(C(=N1)NC1=CC=CC=C1)C(=O)OCC